6,7-dibromo-5-nitro-2,3-dihydro-1,4-benzodioxin-8-carboxylic acid BrC1=C(C2=C(OCCO2)C(=C1Br)C(=O)O)[N+](=O)[O-]